Cl.BrC=1C=C(C=CC1[N+](=O)[O-])N1CC2CCC(C1)N2 3-(3-bromo-4-nitrophenyl)-3,8-diazabicyclo[3.2.1]octane hydrochloride